N1,N3,N5-Tris(6-(didodecylamino)hexyl)-N7-(2-hydroxyethyl)adamantane-1,3,5,7-tetracarboxamide C(CCCCCCCCCCC)N(CCCCCCNC(=O)C12CC3(CC(CC(C1)(C3)C(=O)NCCO)(C2)C(=O)NCCCCCCN(CCCCCCCCCCCC)CCCCCCCCCCCC)C(=O)NCCCCCCN(CCCCCCCCCCCC)CCCCCCCCCCCC)CCCCCCCCCCCC